CC(C(=O)O)(C)C1=CC=C(C=C1)C1=CC=C(C=C1)OCCC1COC1 2-methyl-2-(4'-(2-(oxetan-3-yl)ethoxy)-[1,1'-biphenyl]-4-yl)propionic acid